COC1=C(C=CC(=C1)C=1C=NN(C1)C)NC=1N=CC2=C(N1)C(=NC=C2)N(C)C N2-(2-methoxy-4-(1-methyl-1H-pyrazol-4-yl)phenyl)-N8,N8-dimethylpyrido[3,4-d]pyrimidine-2,8-diamine